(2-cyclopropoxy-4-fluorophenyl)(6-((3-(2-fluorophenyl)-1-methyl-1H-pyrazol-5-yl)oxy)-2-azaspiro[3.3]heptan-2-yl)methanone C1(CC1)OC1=C(C=CC(=C1)F)C(=O)N1CC2(C1)CC(C2)OC2=CC(=NN2C)C2=C(C=CC=C2)F